[4-(2-methyl-2H-[1,2,3]triazol-4-yl)-benzyl]-(6-{7-[2-(1-oxetan-3-yl-pyrrolidin-3-yl)-ethoxy]-imidazo[1,2-a]pyridin-3-yl}-pyrimidin-4-yl)-amine CN1N=CC(=N1)C1=CC=C(CNC2=NC=NC(=C2)C2=CN=C3N2C=CC(=C3)OCCC3CN(CC3)C3COC3)C=C1